C(CCC)N1C=2C=C3C(=CC2C(C=2C=C(C(=CC12)F)F)=O)N(C1=CC(=C(C=C1C3=O)F)F)CCCC 5,12-dibutyl-2,3,9,10-tetrafluoroquinolino[2,3-b]acridine-7,14(5H,12H)dione